C(C)(C)(C)OC(=O)N(C(OC(C)(C)C)=O)C=1C=NC=C(C1C)C=1C=C2C=C(N=NC2=C(C1)Cl)NC1=NN2CC(N(CCC2=C1)C(C)C)=O tert-butyl N-tert-butoxycarbonyl-N-[5-[8-chloro-3-[(6-isopropyl-7-oxo-5,8-dihydro-4H-pyrazolo[1,5-d][1,4]diazepin-2-yl)amino]cinnolin-6-yl]-4-methyl-3-pyridyl]carbamate